(cyclopropylmethyl)-2-methyl-6H-[1,4]oxazino[3,2-g]quinazolin-7(8H)-one C1(CC1)CC1=NC(=NC2=CC3=C(C=C12)NC(CO3)=O)C